2-{[8-(4-amino-3-chlorophenyl)-3-oxo-1H,2H,3H-benzo[e]isoindol-2-yl]methyl}prop-2-enamide NC1=C(C=C(C=C1)C=1C=CC2=C(C=3CN(C(C3C=C2)=O)CC(C(=O)N)=C)C1)Cl